C(C)(C)(C)OC(=O)NC[C@H]1[C@@H](C1)C(=O)O (1R,2R)-2-(((tert-butoxycarbonyl)amino)methyl)cyclopropane-1-carboxylic acid